5-(4-cyclopropyl-2-(4-fluoro-2-methylphenoxy)-5-(trifluoromethyl)benzamido)benzo[d]isoxazole-3-carboxamide C1(CC1)C1=CC(=C(C(=O)NC=2C=CC3=C(C(=NO3)C(=O)N)C2)C=C1C(F)(F)F)OC1=C(C=C(C=C1)F)C